BrC=1C=C(C=C2C(N(C=3N(C12)[C@@H](CN3)C)C([2H])([2H])C=3C=NN(C3)C)=O)S(=O)(=O)NC3(CC3)C (1R)-9-bromo-1-methyl-N-(1-methylcyclopropyl)-4-[(1-methylpyrazol-4-yl)(2H2)methyl]-5-oxo-1H,2H-imidazo[1,2-a]quinazoline-7-sulfonamide